N-((1R,3R,5S)-8-((((1r,4R)-4-aminocyclohexyl)methyl)sulfonyl)-8-azabicyclo[3.2.1]octan-3-yl)-5-(oxetan-3-yl)isoxazole-3-carboxamide NC1CCC(CC1)CS(=O)(=O)N1[C@H]2CC(C[C@@H]1CC2)NC(=O)C2=NOC(=C2)C2COC2